C1=CC=C(C(=C1)C(=O)O)Cl The molecule is a monochlorobenzoic acid having the chloro group at the 2-position. It has a role as a plant hormone and a plant metabolite. It is a monochlorobenzoic acid and a 2-halobenzoic acid. It is a conjugate acid of a 2-chlorobenzoate.